CC=1N=C2N(N=C(C=C2C)C=2C=C3C=CN(C(C3=CN2)=O)C2CCNCC2)C1 6-(2,8-dimethylimidazo[1,2-b]pyridazin-6-yl)-2-(piperidin-4-yl)-2,7-naphthyridin-1(2H)-one